(2R,4R)-1-(3-chloro-2-fluorobenzyl)-4-((5-fluoro-6-(1-hydroxycyclopropyl)-2-((5-methyl-1H-pyrazol-3-yl)amino)pyrimidin-4-yl)methyl)-2-methylpiperidine-4-carboxylic acid ClC=1C(=C(CN2[C@@H](C[C@@](CC2)(C(=O)O)CC2=NC(=NC(=C2F)C2(CC2)O)NC2=NNC(=C2)C)C)C=CC1)F